[Fe].[Mn].[W].CC(C)OC1=C(C(=O)NC2=C(C(=O)NC3=CC(=CC=C3)S(=O)(=O)C(F)(F)F)C=CC=C2)C=CC=C1 2-[[2-(1-methylethoxy)benzoyl]amino]-N-[3-[(trifluoromethyl)sulfonyl]phenyl]-benzamide Tungsten-manganese-iron